BrC=1C=CC2=C(N(C(=N2)C)CCO)C1 2-(6-Bromo-2-methyl-1H-benzo[d]imidazol-1-yl)ethan-1-ol